2,2-di(methylthio)propane CSC(C)(C)SC